NC=1C(=C(C(=CC1)C)O)C 3-AMINO-2,6-DIMETHYLPHENOL